3,5-di-tert-butyl-4-tert-butoxybenzene C(C)(C)(C)C=1C=CC=C(C1OC(C)(C)C)C(C)(C)C